3-Cyclohexyl-1-sulfamoyl-pyrrole-2-carboxylic acid, sodium salt [Na+].C1(CCCCC1)C1=C(N(C=C1)S(N)(=O)=O)C(=O)[O-]